FC1=CC=C(C(=O)NC2=C(C=C3CCC=4C=CC=C2C43)NC(=O)NC)C=C1 4-fluoro-N-(4-(3-methylureido)-1,2-dihydroacenaphthylen-5-yl)benzamide